2-[6-chloro-4-(isopropylamino)-3-pyridinyl]-N,5-dimethyl-thiazole-4-carboxamide ClC1=CC(=C(C=N1)C=1SC(=C(N1)C(=O)NC)C)NC(C)C